5-((3-bromopyridin-4-yl)amino)-3-(3-hydroxy-3-methylbutyl)-1-methyl-1,3-dihydro-2H-benzo[d]imidazol-2-one BrC=1C=NC=CC1NC1=CC2=C(N(C(N2CCC(C)(C)O)=O)C)C=C1